2-indolylcarbonyl-4-[3-(isopropylamino)-2-pyridyl]piperazine N1C(=CC2=CC=CC=C12)C(=O)C1NCCN(C1)C1=NC=CC=C1NC(C)C